5-(4-(trifluoromethyl)phenethoxy)-1H-indol-3-amine FC(C1=CC=C(CCOC=2C=C3C(=CNC3=CC2)N)C=C1)(F)F